C(#N)CCC1=CC=2C(=NC(=C3C(C=CN(C23)[C@H]2[C@H]3CN([C@@H]2C3)C(=O)OC(C)(C)C)=O)SC)C(=C1C1=C(C(=CC=C1)Cl)Cl)F tert-butyl (1R,4R,5S)-5-(9-(2-cyanoethyl)-8-(2,3-dichlorophenyl)-7-fluoro-5-(methylthio)-4-oxobenzo[h][1,6]naphthyridin-1(4H)-yl)-2-azabicyclo[2.1.1]hexane-2-carboxylate